ClC1=CC(=C(C=N1)NC(=O)C1(CN(C1)C(CNS(N)(=O)=O)=O)C1=C(C=CC=C1)C(C)C)OC N-(6-chloro-4-methoxypyridin-3-yl)-3-(2-isopropylphenyl)-1-(sulfamoylglycyl)azetidine-3-carboxamide